O[C@@H]1[C@@H]([C@]2(C)[C@@H](C1)[C@@H]1CCC3=CC(CC[C@]3(C)[C@H]1CC2)=O)O 16β,17β-dihydroxyandrost-4-en-3-one